ClC=1C=NC(=C(C(=O)NC2CCC(CC2)CN2C(C(C3=CC(=CC=C23)F)(O)C2=C(C(=CC=C2)F)F)=O)C1)C(F)F 5-chloro-2-(difluoromethyl)-N-((1r,4r)-4-((3-(2,3-difluorophenyl)-5-fluoro-3-hydroxy-2-oxoindolin-1-yl)methyl)cyclohexyl)nicotinamide